(S)-7-((5-amino-6-oxopyridazin-1(6H)-yl)methyl)-4-(cyclopropylethynyl)-4-(trifluoromethyl)-3,4-dihydroquinazolin-2(1H)-one NC1=CC=NN(C1=O)CC1=CC=C2[C@](NC(NC2=C1)=O)(C(F)(F)F)C#CC1CC1